FC1=CC=C(C=C1)NC=1C2=C(N=CN1)C(=NC=N2)NN N-(4-fluorophenyl)-8-hydrazineylpyrimido[5,4-d]pyrimidin-4-amine